[B].OC=1C=CC=C2C=CC=NC12.OC=1C=CC=C2C=CC=NC12.OC=1C=CC=C2C=CC=NC12.OC=1C=CC=C2C=CC=NC12.[Li] lithium tetrakis(8-hydroxyquinoline) boron